C1(=CC=CC=C1)C1=C(C=CC=C1)N 2-phenyl-benzeneamine